S1C=NC2=C1C(=CC=C2)[C@@H](C=2N=NN(C2)C2CC2)NC=2C=C1C(=C(C=NC1=C(C2)Cl)C#N)N[C@H](CCC#N)C2=CC=CC=C2 6-(((S)-benzo[d]thiazol-7-yl(1-cyclopropyl-1H-1,2,3-triazol-4-yl)methyl)amino)-8-chloro-4-(((R)-3-cyano-1-phenylpropyl)amino)quinoline-3-carbonitrile